Cl.N(N)C1=NC(=CC=C1)C 2-hydrazinyl-6-methylpyridine hydrochloric acid salt